1-(4,4-difluorocyclohexyl)imidazol-4-amine FC1(CCC(CC1)N1C=NC(=C1)N)F